4-(3-aminopyrazol-1-yl)benzonitrile NC1=NN(C=C1)C1=CC=C(C#N)C=C1